1,3,5-tris(2-(3-sulfanylbutyryloxy)ethyl)-1,3,5-triazinane-2,4,6-trione SC(CC(=O)OCCN1C(N(C(N(C1=O)CCOC(CC(C)S)=O)=O)CCOC(CC(C)S)=O)=O)C